C([C@@H]1[C@@H]([C@@H]([C@H]([C@H](O1)OP(=O)(O)O)O)O)O)O galactose 1-Phosphate